ClC1=CC2=C(N=N1)C(OC2(C)CC)O 3-chloro-5-ethyl-5-methyl-5,7-dihydrofuro[3,4-c]pyridazin-7-ol